C[C@H]1N(CCC1)CCN 2-[(2R)-2-methylpyrrolidin-1-yl]ethanamine